2-((2-((2-(dodecyloxy)ethyl)thio)propan-2-yl)thio)ethylacrylate C(CCCCCCCCCCC)OCCSC(C)(C)SCCOC(C=C)=O